4-bromo-5-{3-[4-(trifluoromethyl)phenoxy]azetidin-1-yl}-2-{[2-(trimethylsilyl)ethoxy]methyl}pyridazin-3-one BrC=1C(N(N=CC1N1CC(C1)OC1=CC=C(C=C1)C(F)(F)F)COCC[Si](C)(C)C)=O